N-(2-oxaspiro[3.3]Hept-6-yl)pyridazine-3-carboxamide C1OCC12CC(C2)NC(=O)C=2N=NC=CC2